CC1=C(C=NC=C1B1OC(C(O1)(C)C)C)OC1=CC=C(C=C1)SC 4-methyl-3-[4-(methylsulfanyl)phenoxy]-5-(4,4,5-trimethyl-1,3,2-dioxaborolan-2-yl)pyridine